CC1=CC=C(C=C1)S(=O)(=O)[O-].C(CCCCCCC)C1=[NH+]CCC2=CC=CC=C12 n-octyl-3,4-dihydroisoquinolinium p-toluenesulfonate salt